propyl-indane-2-carboxamide C(CC)C1C(CC2=CC=CC=C12)C(=O)N